rac-ethyl 2-(4,7-dichloro-6-(4-formylphenyl)-2H-indazol-2-yl)-2-((R)-6-fluoro-6,7-dihydro-5H-pyrrolo[1,2-c]imidazol-1-yl)acetate ClC=1C2=CN(N=C2C(=C(C1)C1=CC=C(C=C1)C=O)Cl)[C@@H](C(=O)OCC)C1=C2N(C=N1)C[C@@H](C2)F |&1:19|